C1(CC1)CNC1=C2C(=NC=3C=C(C(=CC13)OC)OCCC(=O)N)CCC2 3-({9-[(cyclopropylmethyl)amino]-7-methoxy-1H,2H,3H-cyclopenta[b]quinolin-6-yl}oxy)propanamide